FC=1C=NC(=NC1)NC(CN1C(C2=CC=C(C=C2C2(C(C2)(F)F)C1)C1(CC1)F)=O)=O N-(5-fluoropyrimidin-2-yl)-2-[1',1'-difluoro-6-(1-fluorocyclopropyl)-1-oxospiro[3H-isoquinolin-4,2'-cyclopropan]-2-yl]acetamide